4-[5-chloro-4-(4-cyano-1-trifluoromethyl-pyridin-3-yl)-2-(methyl-o-tolyl-carbamoyl)-phenoxy]-butyric acid ClC=1C(=CC(=C(OCCCC(=O)O)C1)C(N(C1=C(C=CC=C1)C)C)=O)C=1CN(C=CC1C#N)C(F)(F)F